6-(3,5-dimethylisoxazol-4-yl)-1-(4-fluorobenzyl)-3-methyl-1H-pyrazolo[4,3-b]pyridine 4-oxide CC1=NOC(=C1C=1C=C2C(=[N+](C1)[O-])C(=NN2CC2=CC=C(C=C2)F)C)C